FC=1C=CC(=NC1)NC(CN1C=2N(C3=C(C1=O)C=CC(=N3)C(F)(F)F)N=CC2C)=O N-(5-fluoropyridin-2-yl)-2-[3-methyl-5-oxo-8-(trifluoromethyl)pyrazolo[1,5-a]pyrido[3,2-e]pyrimidin-4(5H)-yl]acetamide